O1N=C(N=C1)C1=CC=C(CSC=2N(NC=CC2Cl)C(C)(C)C)C=C1 (4-(1,2,4-oxadiazol-3-yl)benzylthio)2-tert-butyl-4-chloropyridazine